N-[3-amino-4-(2-chloro-5-fluorophenoxy)-7-[(cyclopropylamino)methyl]-1H-indazol-5-yl]-3-fluoro-5-(trifluoromethyl)benzamide NC1=NNC2=C(C=C(C(=C12)OC1=C(C=CC(=C1)F)Cl)NC(C1=CC(=CC(=C1)C(F)(F)F)F)=O)CNC1CC1